1-pentyl-3-methylpyrrolium acetate C(C)(=O)[O-].C(CCCC)[NH+]1C=C(C=C1)C